O=C1NC(CCC1N1C(C2=CC=C(C=C2C1)N1CC2C(C1)CNC2)=O)=O 5-(2-(2,6-dioxopiperidin-3-yl)-1-oxoisoindolin-5-yl)hexahydropyrrolo[3,4-c]pyrrole